CC1=CC=2C=3N(C(=NC2C(=C1)C(C)NC1=C(C(=O)O)C=CC=C1)N1CCCC1)C=NN3 2-((1-(9-methyl-5-(pyrrolidin-1-yl)-[1,2,4]triazolo[4,3-c]quinazolin-7-yl)ethyl)amino)benzoic acid